CC1=CC=C(C=C1)S(=O)(=O)OCC1CN(C(C1=C)=O)C=1C=C2C(=NC=NC2=CC1)NC1=CC(=C(C=C1)OC1=CC=2N(C=C1)N=CN2)C (1-{4-[(3-methyl-4-{[1,2,4]triazolo[1,5-a]pyridin-7-yloxy}phenyl)amino]quinazolin-6-yl}-4-methylidene-5-oxopyrrolidin-3-yl)methyl 4-methylbenzenesulfonate